ClC=1C=C2C(=NC=NC2=C(C1)C(F)(F)F)N([C@@H](C)C=1C(=NC=CN1)C=1C=CC(N(N1)C)=O)C 6-[3-[(1S)-1-[[6-chloro-8-(trifluoro-methyl)quinazolin-4-yl]-methyl-amino]ethyl]pyrazin-2-yl]-2-methyl-pyridazin-3-one